C(CCCCCCCCC)(=O)OC(CSCCCCCC)CCCCCC(CCCCCC(CSCCCCCC)OC(CN(C)C(CCCCC)=O)=O)N(C)CCCCO 14-((N-hexanoyl-N-methylglycyl)oxy)-1,15-bis(hexylthio)-8-((4-hydroxybutyl)(methyl)-amino)pentadecan-2-yl decanoate